C(C)OC(=O)C=1OC(=C(C1C1=C(C(=C(C=C1)F)F)OC)C)C(F)(F)F 3-(3,4-difluoro-2-methoxy-phenyl)-4-methyl-5-(trifluoromethyl)furan-2-carboxylic acid ethyl ester